C(C)C1(COC1)COCCCCOCC1(COC1)CC 1,2-bis[(3-ethyl-3-oxetanylmethoxy)methyl]ethane